(1R,2R,3aS,10aR)-5-chloro-1-[(1E,3ξ,4ξ)-4-(4-fluorophenyl)-3-hydroxy-1-penten-1-yl]-2-hydroxy-2,3,3a,9,10,10a-hexahydro-1H-benzo[b]cyclopenta[f]oxepin-6-carboxylic acid ClC1=C(C=CC2=C1O[C@@H]1[C@H](CC2)[C@H]([C@@H](C1)O)\C=C\C(C(C)C1=CC=C(C=C1)F)O)C(=O)O